C1CCN(C(=O)C1)CCCCBr The molecule is a member of the class of delta-lactams that is 2-piperidinone in which the amide hydrogen is replaced by a 4-bromobutyl group. It is a delta-lactam and an organobromine compound.